OCCCCl.N1=CC=CC=C1 pyridine hydroxypropyl chloride salt